C(C)OC(=O)C=1C(=NC(=C(C1OCC1=CC=CC=C1)C(C(=O)OC)O)C)Cl 4-benzyloxy-2-chloro-5-(1-hydroxy-2-methoxy-2-oxo-ethyl)-6-methyl-pyridine-3-carboxylic acid ethyl ester